tert-butyl ((7-(1-(((5-iodo-4-methylthiazol-2-yl)methyl)(5,6,7,8-tetrahydroquinolin-8-yl)carbamoyl)cyclopropyl)-4-oxo-3,4-dihydrophthalazin-1-yl)methyl)carbamate IC1=C(N=C(S1)CN(C(=O)C1(CC1)C1=CC=C2C(NN=C(C2=C1)CNC(OC(C)(C)C)=O)=O)C1CCCC=2C=CC=NC12)C